(R)-N6-((1-(benzo[b]thiophen-4-yl)piperidin-4-yl)methyl)-N6-propyl-4,5,6,7-Tetrahydrobenzo[d]thiazole-2,6-diamine hydrochloride Cl.S1C2=C(C=C1)C(=CC=C2)N2CCC(CC2)CN([C@H]2CC1=C(N=C(S1)N)CC2)CCC